2-[4-bromo-3-(tert-butoxymethyl)phenyl]acetic acid methyl ester COC(CC1=CC(=C(C=C1)Br)COC(C)(C)C)=O